(S)-N-(2-chloro-6-fluorophenyl)-5-fluoro-4-(5-(hydroxymethyl)-1-methyl-1H-pyrazol-3-yl)-2-((1,1,1-trifluoropropan-2-yl)oxy)benzamide ClC1=C(C(=CC=C1)F)NC(C1=C(C=C(C(=C1)F)C1=NN(C(=C1)CO)C)O[C@H](C(F)(F)F)C)=O